C[C@@H]1C(OC1)(C(=O)[O-])C(=O)[O-] (3S)-3-methyloxetane-2,2-dicarboxylate